OCCCCNC=1C=C(C=CC1N1CCN(CC1)C)NC=1N=CC2=C(N1)NC(C=C2C#C[Si](C(C)C)(C(C)C)C(C)C)=O 2-((3-((4-hydroxybutyl)amino)-4-(4-methylpiperazin-1-yl)phenyl)amino)-5-((triisopropylsilyl)ethynyl)pyrido[2,3-d]pyrimidin-7(8H)-one